1-(3-(((tert-butyldimethylsilyl)oxy)methyl)benzyl)-5-(hydroxymethyl)pyridin-2(1H)-one [Si](C)(C)(C(C)(C)C)OCC=1C=C(CN2C(C=CC(=C2)CO)=O)C=CC1